(S)-2-amino-1-(3,4-dihydro-2,7-naphthyridin-2(1H)-yl)-3-(3-fluoro-4-((3-methyl-1H-pyrrolo[2,3-b]pyridin-4-yl)oxy)phenyl)propan-1-one N[C@H](C(=O)N1CC2=CN=CC=C2CC1)CC1=CC(=C(C=C1)OC1=C2C(=NC=C1)NC=C2C)F